ClC=1C(=C(C(=CC1)N1N=NN=C1)C1=CC(N2C(CC[C@@H]2C1)C(=O)OCC(=O)C1=C(C(=NC=C1)N1CC2(COC2)C1)F)=O)F 2-(3-fluoro-2-(2-oxa-6-azaspiro[3.3]heptan-6-yl)pyridin-4-yl)-2-oxoethyl (8aR)-7-(3-chloro-2-fluoro-6-(1H-tetrazol-1-yl)phenyl)-5-oxo-1,2,3,5,8,8a-hexahydroindolizine-3-carboxylate